tert-butyl-tert-butylcarbazol ((2-(9H-carbazole-1-oxy) ethyl) carbamate) C1(=CC=CC=2C3=CC=CC=C3NC12)OCCNC(O)=O.C(C)(C)(C)C1=C(C=2NC3=CC=CC=C3C2C=C1)C(C)(C)C